4-amino-3,4-dihydroisoquinoline-2(1H)-carboxylic acid benzyl ester C(C1=CC=CC=C1)OC(=O)N1CC2=CC=CC=C2C(C1)N